isohexylpentyl 1,2-cyclohexanedicarboxylate C1(C(CCCC1)C(=O)[O-])C(=O)OC(CCCC)CCCC(C)C